(1r,3r)-3-(Hydroxymethyl)cyclobutyl (8-amino-7-fluoro-6-(8-methyl-2,3-dihydro-1H-pyrido[2,3-b][1,4]oxazin-7-yl)isoquinolin-3-yl)carbamate NC=1C(=C(C=C2C=C(N=CC12)NC(OC1CC(C1)CO)=O)C1=C(C2=C(OCCN2)N=C1)C)F